3-((7-((R)-3-Cyclohexyl-2-methylpropanoyl)-10-hydroxy-7-azaspiro[4.5]decan-10-yl)methyl)-2-methylpyrido[3,4-d]pyrimidin-4(3H)-one C1(CCCCC1)C[C@H](C(=O)N1CC2(CCCC2)C(CC1)(O)CN1C(=NC2=C(C1=O)C=CN=C2)C)C